(S)-ethyl-2-amino-3-phenylpropionate C(C)OC([C@H](CC1=CC=CC=C1)N)=O